N-(3-((1H-benzo[d]imidazol-2-yl)methyl)-1-methyl-2-oxoindolin-3-yl)nicotinamide N1C(=NC2=C1C=CC=C2)CC2(C(N(C1=CC=CC=C21)C)=O)NC(C2=CN=CC=C2)=O